(3'-(4,6-diphenyl-1,3,5-triazin-2-yl)-[1,1'-biphenyl]-3-yl)boronic acid C1(=CC=CC=C1)C1=NC(=NC(=N1)C1=CC=CC=C1)C=1C=C(C=CC1)C1=CC(=CC=C1)B(O)O